N1N=CC2=CC(=CC=C12)NC1=NC(=NC=C1)C1=CC=C2C=C(NC2=C1)C(=O)NC1CN(CCC1)C1=CC=NC=C1 6-(4-((1H-indazol-5-yl)amino)-pyrimidin-2-yl)-N-(1-(pyridin-4-yl)piperidin-3-yl)-1H-indole-2-carboxamide